COC([C@@H](CC1=CC=C(C=C1)N)NC(C)=O)=O (R)-2-acetamido-3-(4-aminophenyl)propionic acid methyl ester